BrC1=CC=C(C=2SC(=C(C21)C2=NC1=C(N2)C(=C(C=C1)C(=O)O)OC)C(=O)OCC)F 2-(4-bromo-2-(ethoxycarbonyl)-7-fluorobenzo[b]thiophen-3-yl)-7-methoxy-1H-benzo[d]imidazole-6-carboxylic acid